Di-(tert-butyl)(4-methoxyphenyl)phosphonium tetrafluoroborate F[B-](F)(F)F.C(C)(C)(C)[PH+](C1=CC=C(C=C1)OC)C(C)(C)C